(4,6-dichloropyridin-2-yl)(4-phenylpiperazin-1-yl)methanone tert-butyl-4-hydroxy-4-((6-hydroxy-4-oxoquinazolin-3(4H)-yl)methyl)piperidine-1-carboxylate C(C)(C)(C)OC(=O)N1CCC(CC1)(CN1C=NC2=CC=C(C=C2C1=O)O)O.ClC1=CC(=NC(=C1)Cl)C(=O)N1CCN(CC1)C1=CC=CC=C1